octahydro-4,7-methano-3aH-indene-3a-carboxylic acid ethyl ester C(C)OC(=O)C12CCCC2C2CCC1C2